2-(1,5-dimethyl-3-phenyl-1H-pyrrol-2-yl)-N-(3-(5-fluoropyrimidin-2-yl)-2,3,4,4a,5,6-hexahydro-1H-pyrazino[1,2-a]quinolin-8-yl)-2-oxoacetamide CN1C(=C(C=C1C)C1=CC=CC=C1)C(C(=O)NC=1C=C2CCC3N(C2=CC1)CCN(C3)C3=NC=C(C=N3)F)=O